methyl-N-(m-tolyl)octahydrocyclopenta[b]pyrrole-2-carboxamide CN1C2C(CC1C(=O)NC=1C=C(C=CC1)C)CCC2